BrC=1C=C2C(N(C(=NC2=CC1)C(CCC)N1CCN(CCC1)CCC1=CC=CC=C1)CC)=O 6-bromo-3-ethyl-2-(1-(4-phenethyl-1,4-diazepan-1-yl)butyl)quinazolin-4(3H)-one